trans-3-((Cyclopropylmethyl)amino)-5-(4-hydroxycyclohexyl)-8-((4-(pyridin-4-yl)piperidin-1-yl)methyl)pyrimido[4,5-c]isoquinolin-6(5H)-one C1(CC1)CNC=1N=CC2=C(N(C(C=3C=C(C=CC23)CN2CCC(CC2)C2=CC=NC=C2)=O)[C@@H]2CC[C@H](CC2)O)N1